FCCN1C(C2=C(C=C1)C=CN2)=O 6-(2-Fluoroethyl)-1H-pyrrolo[2,3-C]pyridin-7-one